N1(C=NC2=C1C=CC=C2)C2=CC=C(C=C2)CN2CCC(CC2)(CC#N)N2N=C(C(=C2)C(=O)N)NC(=O)C2CC2 1-[1-[[4-(benzimidazol-1-yl)phenyl]methyl]-4-(cyanomethyl)-4-piperidyl]-3-(cyclopropanecarbonylamino)pyrazole-4-carboxamide